1-methyl-4-(6-methyl-5-(4,4,5,5-tetramethyl-1,3,2-dioxaborolan-2-yl)pyridin-2-yl)piperazine CN1CCN(CC1)C1=NC(=C(C=C1)B1OC(C(O1)(C)C)(C)C)C